7-{3-[1-(2,2-dimethylpropyl)-1H-pyrazol-4-yl]-6-methylpyridin-2-yl}quinoline CC(CN1N=CC(=C1)C=1C(=NC(=CC1)C)C1=CC=C2C=CC=NC2=C1)(C)C